ClC=1C=C2C(=CN1)N(C(=C2)C=2C(=NC=C(C2)F)OC)CC 3-[5-chloro-1-ethylpyrrolo[2,3-c]pyridin-2-yl]-5-fluoro-2-methoxypyridine